C=C(C)CCCC(C)CC=O α-citronellal